(R)-4-(4-azaspiro[2.4]heptan-6-yl)pyridin-2(1H)-one C1CC12NC[C@H](C2)C2=CC(NC=C2)=O